N-(4-acetylphenyl)-4-(5-methyl-2-{[3-methoxy-4-(morpholin-4-yl)phenyl]amino}pyrimidin-4-yl)piperazine-1-carboxamide C(C)(=O)C1=CC=C(C=C1)NC(=O)N1CCN(CC1)C1=NC(=NC=C1C)NC1=CC(=C(C=C1)N1CCOCC1)OC